ClC=1C(=C2C=CC=NC2=CC1)N=C=S 6-Chloro-5-isothiocyanato-quinoline